1-(cyclobutylmethyl)-4-(trifluoromethyl)-1H-pyrazole-5-carboxylic acid C1(CCC1)CN1N=CC(=C1C(=O)O)C(F)(F)F